CC(C=O)CC(CC=C(C)C)CC=C(C)C 2,7-dimethyl-4-(3-methylbut-2-en-1-yl)oct-6-enal